P(OC1=C(C=CC=C1)C)(OC1=C(C=CC=C1)C)OC1=C(C=CC=C1)C tri-ortho-tolyl phosphite